FC1=C(C(=CC=C1)C)C1=CC2=C(N=C(S2)NC(=O)[C@H]2[C@H](C2)CO)C=C1 (1r,2s)-N-(6-(2-fluoro-6-methylphenyl)benzo[d]thiazol-2-yl)-2-(hydroxymethyl)cyclopropane-1-carboxamide